2-ethyl-9,10-bis(isopentyloxy)anthracene C(C)C1=CC2=C(C3=CC=CC=C3C(=C2C=C1)OCCC(C)C)OCCC(C)C